C1(=CC=CC=C1)NC(NC1=CC=C(C=C1)NC(OC(C)(C)C)=O)=S tert-butyl (4-(3-phenylthioureido)phenyl)carbamate